C(C1=CC=CC=C1)N1CC2(CN(C2)C(=O)C2(C(C2)(F)F)C)C(C1)C(=O)OCC ethyl 6-benzyl-2-(2,2-difluoro-1-methylcyclopropane-1-carbonyl)-2,6-diazaspiro[3.4]octane-8-carboxylate